CC=1C(=NC=C(C1)NC(C(=O)N1[C@H](CC[C@@H](C1)C)C=1C=C2CNC(C2=CC1)=O)=O)NC(OC(C)(C)C)=O tert-Butyl N-[3-methyl-5-[[2-[(2R,5S)-5-methyl-2-(1-oxoisoindolin-5-yl)-1-piperidyl]-2-oxo-acetyl]amino]-2-pyridyl]carbamate